ClC1([C@H]([C@@H]1C1=CC(=C(C(=C1)Cl)Cl)Cl)C(=O)O)Cl Trans-2,2-dichloro-3-(3,4,5-trichlorophenyl)cyclopropanecarboxylic acid